N-(6-(2,6-difluoro-3-(5-fluoro-2-methylphenylsulfonamido)phenyl)quinazolin-2-yl)pivalamide FC1=C(C(=CC=C1NS(=O)(=O)C1=C(C=CC(=C1)F)C)F)C=1C=C2C=NC(=NC2=CC1)NC(C(C)(C)C)=O